ClC1=CC(=C(C=C1)S(=O)(=O)N[C@@H](C(C)(C)C1=C(C(=CC=C1F)C)C)C=1OC(NN1)=O)OC (S)-4-chloro-N-(2-(6-fluoro-2,3-dimethylphenyl)-2-methyl-1-(5-oxo-4,5-dihydro-1,3,4-oxadiazol-2-yl)propyl)-2-methoxybenzenesulfonamide